[Li].C(C)(C)(C)[Se] tertiary butyl-selenium lithium